N1(CCCCC1)C(COC(CN(CC)C)C)C 2-[2-(1-piperidinyl)propoxy]propyl-N-methyl-N-ethyl-amine